OC1=CC(=C(C=O)C(=C1)C)C 4-Hydroxy-2,6-dimethyl-benzaldehyd